NCC[N+]1(CCC(CC1)C(=O)N1CCN(CC1)C(=O)C1=C(C=C(C=C1)NC(=O)C=1N(C(=CN1)C1=C(C(=C(C=C1)OC)F)F)C)Cl)C N-[4-[4-[1-(2-aminoethyl)-1-methyl-piperidin-1-ium-4-carbonyl]piperazine-1-carbonyl]-3-chloro-phenyl]-5-(2,3-difluoro-4-methoxy-phenyl)-1-methyl-imidazole-2-carboxamide